(3-bromo-4-fluorobenzyl)-3-((6-phenyl-pyridazin-3-yl)amino)benzamide BrC=1C=C(CC2=C(C(=O)N)C=CC=C2NC=2N=NC(=CC2)C2=CC=CC=C2)C=CC1F